(4S)-5,5-difluoro-3-(trifluoromethyl)-1-(3,4,5-trifluorophenyl)-4,6-dihydro-cyclopenta[c]pyrazol-4-ol FC1([C@H](C2=C(N(N=C2C(F)(F)F)C2=CC(=C(C(=C2)F)F)F)C1)O)F